1-Isocyanato-3-isocyanato-methyl-3,5,5-trimethylcyclohexan N(=C=O)C1(CC(CC(C1)(C)C)(C)N=C=O)C